FC1=CC(=C(C=C1)C=1C2=C(C(=NC1C=1NC3=C(N1)C=CC(=C3)NC(C=C)=O)C=3C=C1CCNCC1=CC3)C=CS2)OCCOC N-[2-[7-[4-fluoro-2-(2-methoxyethoxy)phenyl]-4-(1,2,3,4-tetrahydroisoquinolin-6-yl)thieno[3,2-c]pyridin-6-yl]-3H-benzimidazol-5-yl]prop-2-enamide